BrC1=C(C(=O)O)C=CC(=C1)OC1=NC=CC=C1 2-bromo-4-(pyridin-2-yloxy)benzoic acid